C(C)(C)(C)OC(=O)N(C1=CC=C(C(=O)N(C(OC(C)(C)C)=O)C)C=C1)C1=NC=C(C(=N1)N(CC1=NC=CN=C1N(S(=O)(=O)C)C)C(=O)OC(C)(C)C)C(F)(F)F t-Butyl (4-((t-butoxycarbonyl)(4-((t-butoxycarbonyl)((3-(N-methylmethanesulfonamido) pyrazin-2-yl)methyl)amino)-5-(trifluoromethyl)pyrimidin-2-yl)amino)benzoyl)(methyl)carbamate